4-(3-(3-Bromophenoxy)phenyl)-7-methyl-8-(trifluoromethyl)-4,5-dihydro-1H-benzo[b][1,4]diazepin-2(3H)-one BrC=1C=C(OC=2C=C(C=CC2)C2NC3=C(NC(C2)=O)C=C(C(=C3)C)C(F)(F)F)C=CC1